BrC=1C=C(C=C(C1)N1CCCC1)S(=O)(=O)NC 3-bromo-N-methyl-5-(pyrrolidin-1-yl)benzenesulfonamide